4-chloro-2-methyl-5-(3-(trifluoromethyl)bicyclo[1.1.1]pentane-1-carbonyl)pyridazin-3(2H)-one ClC=1C(N(N=CC1C(=O)C12CC(C1)(C2)C(F)(F)F)C)=O